3-methylpropenol CCC=CO